3-chloro-5-((2,6-dioxopiperidin-3-ylamino)phenyl)piperazine-1-carboxylate ClC1CN(CC(N1)C1=C(C=CC=C1)NC1C(NC(CC1)=O)=O)C(=O)[O-]